3-(6,11-dihydrothiochromeno[4,3-b]indol-1-yloxy)-N,N-dimethylpropan-1-amine C1(=C2C(=CC=C1)SCC1=C2NC2=CC=CC=C12)OCCCN(C)C